Dimethyl-dodecyl-ammonium C[NH+](CCCCCCCCCCCC)C